(S)-N-((S)-(3-chloro-2,4-difluorophenyl)((1r,3S)-3-(trifluoromethyl)cyclobutyl)methyl)-2-methyl-3-oxopiperazine-5,5,6,6-d4-1-carboxamide ClC=1C(=C(C=CC1F)[C@@H](NC(=O)N1[C@H](C(NC(C1([2H])[2H])([2H])[2H])=O)C)C1CC(C1)C(F)(F)F)F